nitrosocyanoaminide N(=O)[N-]C#N